C(C)(=O)OC\C=C/C1(CCC(CC1)(C)C)O (Z)-3-(1-hydroxy-4,4-dimethylcyclohexyl)allyl acetate